curan CC[C@@H]1CN2CC[C@@]34[C@@H]2C[C@@H]1[C@H]([C@@H]3NC5=CC=CC=C45)C